1,7-octadiyn-2,7-13C2 tert-butyl-4-((1r,3r)-3-(5-amino-6-(2-hydroxypropan-2-yl)-2H-indazol-2-yl)cyclobutyl)piperazine-1-carboxylate C(C)(C)(C)OC(=O)N1CCN(CC1)C1CC(C1)N1N=C2C=C(C(=CC2=C1)N)C(C)(C)O.C#[13C]CCCC[13C]#C